[Cl-].[Cl-].[SiH]1(CCCC1)[Zr+2](C1C=CC=C1)C1(C(=C(C(=C1)C)C)C)C silacyclopentyl-(tetramethyl-cyclopentadienyl)(cyclopentadienyl)zirconium dichloride